5-(cyclopropylethynyl)-2-(4-{[(3R)-1-methylpiperidin-3-yl]amino}phthalazin-1-yl)phenol C1(CC1)C#CC=1C=CC(=C(C1)O)C1=NN=C(C2=CC=CC=C12)N[C@H]1CN(CCC1)C